NC1=C(C=CC(C1)(Cl)N)CC(=O)OC(C)C isopropyl 2,4-diamino-4-chlorophenylacetate